NC=1N=CC(=NC1OCC1=C(C(=CC=C1F)F)Cl)C1=CC=C(C=C1)C(=O)N1CCN(CC1)C {4-[5-amino-6-(2-chloro-3,6-difluoro-benzyloxy)-pyrazin-2-yl]-phenyl}-(4-methyl-piperazin-1-yl)-methanone